FC=1C(=CC=2C3=C(C=NC2C1)N(C(C31CN(C1)C(=O)N)=O)C)C=1C=NC(=C(C1)NS(=O)(=O)C)OCCNC(C)C 7'-Fluoro-8'-(6-(2-(isopropylamino)ethoxy)-5-(methylsulfonamido)pyridin-3-yl)-3'-methyl-2'-oxo-2',3'-dihydrospiro[azetidine-3,1'-pyrrolo[2,3-c]quinoline]-1-carboxamide